C(C)(C)(C)C1=NN(C(=C1)NC(=O)NC1=C(C=C(C=C1)B1OC(C(O1)(C)C)(C)C)F)C1=CC=C(C=C1)C#N 1-(3-(tert-butyl)-1-(4-cyanophenyl)-1H-pyrazol-5-yl)-3-(2-fluoro-4-(4,4,5,5-tetramethyl-1,3,2-dioxaborolan-2-yl)phenyl)urea